BrC(C=1OC(=NN1)C1=CC=CC=C1)(Br)Br 2-tribromomethyl-5-phenyl-1,3,4-oxadiazole